C(C=C)OC(C(C)(C)OC(C1=C(C=C(C(=C1)N1C(N(C(=CC1=O)C(F)F)N)=O)F)Cl)=O)=O 1-(allyloxy)-2-methyl-1-oxopropan-2-yl-5-[3-amino-4-(difluoromethyl)-2,6-dioxo-3,6-dihydropyrimidin-1(2H)-yl]-2-chloro-4-fluorobenzoate